FC1=C(C=CC(=C1)F)CC1CC2(CN(C2)C(=O)N2C[C@H](CC2)C2=CC=NN2)C1 [6-[(2,4-difluorophenyl)methyl]-2-azaspiro[3.3]heptan-2-yl]-[(3S)-3-(1H-pyrazol-5-yl)pyrrolidin-1-yl]methanone